O1C(C=CC1)C1(CCN(CC1)CC=1C=NC=CC1)CCC=1SC=CC1 3-((4-(2,5-dihydrofuran-2-yl)-4-(2-(thiophen-2-yl)ethyl)piperidin-1-yl)methyl)pyridine